1-(3-((5-chloro-2-((3-methyl-1-(8-methyl-8-azabicyclo[3.2.1]octan-3-yl)-1H-pyrazol-4-yl)amino)pyrimidin-4-yl)amino)propyl)-3,3-dimethylazetidin-2-one ClC=1C(=NC(=NC1)NC=1C(=NN(C1)C1CC2CCC(C1)N2C)C)NCCCN2C(C(C2)(C)C)=O